C(#N)CC1(CCN(CC1)C(C)C1=CC=CC=C1)N1N=C(C(=C1)C(=O)N)NC(=O)C1CC1 1-[4-(cyanomethyl)-1-(1-phenylethyl)-4-piperidyl]-3-(cyclopropanecarbonylamino)pyrazole-4-carboxamide